C1(CCCCC1)C1=CC=C(C=C1)C(C(O)O)=O 1-(4-cyclohexyl-phenyl)-2,2-dihydroxyethanone